1-((2R,5S)-4-(6-chloro-2-(3-(dimethylamino)azetidin-1-yl)-8-fluoro-7-(1H-indazol-4-yl)quinazolin-4-yl)-2,5-dimethylpiperazin-1-yl)prop-2-en-1-one ClC=1C=C2C(=NC(=NC2=C(C1C1=C2C=NNC2=CC=C1)F)N1CC(C1)N(C)C)N1C[C@H](N(C[C@@H]1C)C(C=C)=O)C